C(C)[NH+]1CCOCC1 4-ethylmorpholinium